2-(4-methyl-3-(2-(((S)-phenyl((S)-5,6,7,8-tetrahydropyrido[3,2-c]pyridazin-7-yl)methyl)amino)ethyl)phenyl)acetic acid CC1=C(C=C(C=C1)CC(=O)O)CCN[C@@H]([C@H]1CC=2N=NC=CC2NC1)C1=CC=CC=C1